5-methoxy-N-(4-methyl-3-(3-(9-(tetrahydro-2H-pyran-2-yl)-9H-purin-6-yl)pyridin-2-ylamino)phenyl)-4-(trifluoromethyl)picolinamide COC=1C(=CC(=NC1)C(=O)NC1=CC(=C(C=C1)C)NC1=NC=CC=C1C1=C2N=CN(C2=NC=N1)C1OCCCC1)C(F)(F)F